FC1=CC=C(C=C1)C(=C(C)NC([C@H]([C@H](CC)C)NC(C1=NC=CC(=C1O)OC)=O)=O)C1=CC=C(C=C1)F N-((2S,3S)-1-((1,1-bis(4-fluorophenyl)prop-1-en-2-yl)amino)-3-methyl-1-oxopentan-2-yl)-3-hydroxy-4-methoxypicolinamide